FC(C(=O)O)(F)F.N[C@@H](C(C)(O)C)C1CC1 |o1:8| (R or S)-1-amino-1-cyclopropyl-2-methylpropan-2-ol 2,2,2-trifluoroacetate